6-(furan-2-yl)-1-methyl-1H-pyrrolo[3,2-b]pyridine-3-carboxamide O1C(=CC=C1)C=1C=C2C(=NC1)C(=CN2C)C(=O)N